2-(2-Fluorobenzyl)-6-(methylcarbamoyl)isonicotinic acid tert-butyl ester C(C)(C)(C)OC(C1=CC(=NC(=C1)C(NC)=O)CC1=C(C=CC=C1)F)=O